methyl 8-[4-(2-oxopyrrolidin-1-yl)phenoxy]imidazo[1,5-a]pyridine-6-carboxylate O=C1N(CCC1)C1=CC=C(OC=2C=3N(C=C(C2)C(=O)OC)C=NC3)C=C1